2-bromo-N-(2-(2,6-difluorophenyl)-2,2-difluoroethyl)acetamide BrCC(=O)NCC(F)(F)C1=C(C=CC=C1F)F